FCS(=O)(=O)N[C@@H]1[C@@H](N(CC12CC2)C(=O)OC(C)(C)C)CC=2C(=C(C=CC2)C2=CC(=CC(=C2)F)F)F tert-butyl (6S,7S)-7-((fluoromethyl)sulfonamido)-6-((2,3',5'-trifluoro-[1,1'-biphenyl]-3-yl)methyl)-5-azaspiro[2.4]heptane-5-carboxylate